C(C)(C)(C)C1=C(C(=CC(=C1)CN(C)C)C(C)(C)C)O 2,6-Di-tert-butyl-4-dimethylaminomethyl-phenol